Dioxolamine O1C(OC=C1)N